CC(CSC)(C)NC(=O)C=1C2=CN(N=C2C(=CC1)F)C=1C=NC=CC1 N-[1,1-dimethyl-2-(methylthio)ethyl]-7-fluoro-2-(3-pyridinyl)-2H-indazole-4-carboxamide